7-Fluorobenzofuran-3-one oxime FC1=CC=CC=2C(COC21)=NO